OC(CN(CCN(CCN1CCN(CC1)CCN(CC(CCCCCCCCCC)O)CC(CCCCCCCCCC)O)CC(CCCCCCCCCC)O)CC(CCCCCCCCCC)O)CCCCCCCCCC 1,1'-(2-(4-(2-((2-(bis(2-hydroxydodecyl)amino)ethyl)(2-hydroxydodecyl)amino)ethyl)piperazin-1-yl)ethylazane-diyl)didodecan-2-ol